CC(C(=O)C(O)(C[N+](C)(C)C)CC([O-])=O)C(C)O alpha-methyl-beta-hydroxybutyrylcarnitine